methyl 3-(imidazol-1-yl)-5-(2-methoxyethoxy)benzoate N1(C=NC=C1)C=1C=C(C(=O)OC)C=C(C1)OCCOC